C(CC)C1=CC=2CCC3N(C2N=C1)CCNC3 3-propyl-6,6a,7,8,9,10-hexahydro-5H-pyrazino[1,2-a][1,8]naphthyridine